SC(CC(C)=O)C 4-mercaptopentan-2-one